C(#N)C1=C(C=C(C=C1)C(\C=C(\C(=O)OCC)/O)=O)F ethyl (Z)-4-(4-cyano-3-fluorophenyl)-2-hydroxy-4-oxo-2-butenoate